2-Ethyl-1-(6-fluoropyridin-2-yl)-6-(methylthio)-1,2-dihydro-3H-pyrazolo[3,4-d]pyrimidin-3-one C(C)N1N(C2=NC(=NC=C2C1=O)SC)C1=NC(=CC=C1)F